COC1=CC(=NC=C1C#N)C1=NC(=C(C=C1)CN1C[C@H](NCC1)C=1C(=C2COC(C2=CC1)=O)C)OC (R)-4,6'-dimethoxy-5'-((3-(4-methyl-1-oxo-1,3-dihydroisobenzofuran-5-yl)piperazin-1-yl)methyl)-[2,2'-bipyridine]-5-carbonitrile